C1(CCC(CC1)C(C)(C)S)C 8-menthanethiol